2,6-Dichloro-5-fluoro-4-(trifluoromethyl)nicotinonitrile ClC1=C(C#N)C(=C(C(=N1)Cl)F)C(F)(F)F